O=C1CC[C@H](N1)C(=O)Cl (S)-5-oxopyrrolidine-2-carbonyl chloride